CC(CC(C)O)(C)O 4-methyl-2,4-pentanediol